The molecule is a lactam that is 3,4-dihydroquinolin-2(1H)-one in which the hydrogen at position 6 is substituted by a 4-(1-cyclohexyl-1H-tetrazol-5-yl)butoxy group. It has a role as a bronchodilator agent, a vasodilator agent, a fibrin modulating drug, a platelet aggregation inhibitor, a neuroprotective agent, an anticoagulant and an EC 3.1.4.17 (3',5'-cyclic-nucleotide phosphodiesterase) inhibitor. It is a member of tetrazoles and a lactam. C1CCC(CC1)N2C(=NN=N2)CCCCOC3=CC4=C(C=C3)NC(=O)CC4